11α,17β-dihydroxyandrost-4-en-3-one O[C@H]1[C@@H]2[C@]3(CCC(C=C3CC[C@H]2[C@@H]2CC[C@@H]([C@@]2(C)C1)O)=O)C